2-{2-bromo-4-methoxy-6-[(4-methoxyphenyl)methoxy]phenyl}-1,3-dioxolane BrC1=C(C(=CC(=C1)OC)OCC1=CC=C(C=C1)OC)C1OCCO1